di-tert-butyl 2-(4-((7-(((S)-1-hydroxyhexan-3-yl)amino)-5-((methoxycarbonyl)amino)-1H-pyrazolo[4,3-d]pyrimidin-1-yl)methyl)-3-methoxyphenyl)piperazine-1,4-dicarboxylate OCC[C@H](CCC)NC=1C2=C(N=C(N1)NC(=O)OC)C=NN2CC2=C(C=C(C=C2)C2N(CCN(C2)C(=O)OC(C)(C)C)C(=O)OC(C)(C)C)OC